C(CCCCCC)O[C@@H]1CN(C[C@@H]1C(NCCCCCC)=O)C(=O)C1=CC=C(C(=O)N2C[C@H]([C@@H](C2)C(=O)N[C@@H]2[C@H](C2)C2=CC=CC=C2)C(=O)N[C@@H]2[C@H](C2)C2=CC=CC=C2)C=C1 |o1:8,12| (3S,4S)-1-(4-((3S*,4S*)-3-(heptyloxy)-4-(hexylcarbamoyl)pyrrolidine-1-carbonyl)benzoyl)-N3,N4-bis((1S,2R)-2-phenylcyclopropyl)pyrrolidine-3,4-dicarboxamide